COC(=O)C1=C(C(=C(C(=C1)Br)C1=C(C(=CC=C1)Cl)Cl)F)N.C(CC(O)(C(=O)O[2H])CC(=O)O)(=O)O citric acid-d methyl-(Sa)-3-amino-6-bromo-2',3'-dichloro-2-fluoro-[1,1'-biphenyl]-4-carboxylate